(R)-1-((1R,3R)-3-cyclopropylcyclobutyl)-3-(isoquinolin-4-yl)-2-oxoimidazoline-4-carbonitrile C1(CC1)C1CC(C1)N1C(N([C@H](C1)C#N)C1=CN=CC2=CC=CC=C12)=O